10-(2-((2,5-dioxopyrrolidine-1-yl)oxy)-2-oxo-ethyl)-1,4,7,10-tetraazacyclododecane O=C1N(C(CC1)=O)OC(CN1CCNCCNCCNCC1)=O